4a,7,8-trimethoxy-2,3,4a,9b-tetrahydrodibenzo{b,d}thiophene-1,4-dione COC12SC3=C(C1C(CCC2=O)=O)C=C(C(=C3)OC)OC